8,8'-(((1s,3r,5s)-3,5-dihydroxycyclohexyl)azanediyl)bis(N,N-didecyloctanamide) O[C@@H]1CC(C[C@@H](C1)O)N(CCCCCCCC(=O)N(CCCCCCCCCC)CCCCCCCCCC)CCCCCCCC(=O)N(CCCCCCCCCC)CCCCCCCCCC